4-chloro-4'-(2,6-diphenylpyridyl)biphenyl ClC1=CC=C(C=C1)C1=CC=C(C=C1)C=1C(=NC(=CC1)C1=CC=CC=C1)C1=CC=CC=C1